FC=1C=CC2=C(SC(=C2CCNC2=CC=NC=N2)C)C1C 6-[2-(6-fluoro-2,7-dimethyl-benzo[b]thiophen-3-yl)-ethylamino]-pyrimidin